2-(3-(3,4-Dimethoxyphenethyl)-1,2,4-oxadiazol-5-yl)-2,5,7,8-tetramethyl-2H-1-benzopyran-6-ol COC=1C=C(CCC2=NOC(=N2)C2(OC3=C(C=C2)C(=C(C(=C3C)C)O)C)C)C=CC1OC